ClC=1C(=NC=CC1)C(=O)NCC1=COC=C1 3-chloro-N-(furan-3-ylmethyl)pyridinamide